(E)-3-Hydroxy-N-((1-(1-methyl-1H-indazol-5-yl)piperidin-4-yl)methyl)-N-(6-(2-(oxazol-2-yl)vinyl)pyrazin-2-yl)cyclohexanecarboxamide OC1CC(CCC1)C(=O)N(C1=NC(=CN=C1)\C=C\C=1OC=CN1)CC1CCN(CC1)C=1C=C2C=NN(C2=CC1)C